N-(3-(3-(Dimethylamino)-5-((2,6-dioxopiperidin-3-yl)oxy)phenyl)prop-2-yn-1-yl)-5-(8-(7-isopropyl-1,3-dimethyl-2-oxo-2,3-dihydro-1H-benzo[d]imidazol-5-yl)isoquinolin-3-yl)picolinamide CN(C=1C=C(C=C(C1)OC1C(NC(CC1)=O)=O)C#CCNC(C1=NC=C(C=C1)C=1N=CC2=C(C=CC=C2C1)C1=CC2=C(N(C(N2C)=O)C)C(=C1)C(C)C)=O)C